FC1=C(C=C(C=C1)OC1=NC=C(C=C1)C(F)(F)F)NC(=O)[C@@H]1N(C(OC1)=O)C (R)-N-(2-Fluoro-5-((5-(trifluoromethyl)pyridin-2-yl)oxy)phenyl)-3-methyl-2-oxooxazolidine-4-carboxamide